COC1=NC=CC(=C1N1CCC(CC1)NC(C)C=1C(=NN(C1)C)NCC1=C(C=CC=C1)C(F)(F)F)C (2'-Methoxy-4'-methyl-3,4,5,6-tetrahydro-2H-[1,3']bipyridinyl-4-yl)-{1-[1-methyl-3-(2-trifluoromethyl-benzylamino)-1H-pyrazol-4-yl]-ethyl}-amine